5,5-dimethyl-2-oxocyclohexane-1-carboxylic acid ethyl ester C(C)OC(=O)C1C(CCC(C1)(C)C)=O